P1(=O)(OC=C)OCCO1 vinyl ethylene phosphate